(4-cyano-2-methyl-phenoxy)-5-methyl-6-(trifluoromethyl)pyridazine-4-carboxylic acid C(#N)C1=CC(=C(OC=2N=NC(=C(C2C(=O)O)C)C(F)(F)F)C=C1)C